FC1(CNCC1)C(=O)NC=1C(=CC=2N=CN=C(C2N1)C=1C(=NN(C1)C)C1=CC=CC=C1)OC 3-fluoro-N-(7-methoxy-4-(1-methyl-3-phenyl-1H-pyrazol-4-yl)pyrido[3,2-d]pyrimidin-6-yl)pyrrolidine-3-carboxamide